FC1=CC=2N(C=C1)C=C(N2)C(=O)O 7-fluoroimidazo[1,2-A]pyridine-2-carboxylic acid